ClC=1C=C2CCC[C@]3(C2=CC1)CN(C1=C(OC3)C=CC(=C1)C(=O)OC(C)(C)C)C[C@H]1[C@@H](CC1)[C@@H](C=C)O (S)-TERTBUTYL 6'-CHLORO-5-(((1R,2R)-2-((R)-1-HYDROXYALLYL)CYCLOBUTYL)METHYL)-3',4,4',5-TETRAHYDRO-2H,2'H-SPIRO[BENZO[B][1,4]OXAZEPINE-3,1'-NAPHTHALENE]-7-CARBOXYLATE